C1OC2=CC=C(CN)C=C2O1 4-methylenedioxybenzylamine